C(C1=CC=CC=C1)NC(N(C1=NC=C(C=C1)C=1C=NN(C1)C)[C@@H]1CC[C@H](CC1)NC1=NC=C(C(=N1)C1=CC=C(C=C1)N(C)C)C#N)=O 3-benzyl-1-(trans-4-((5-cyano-4-(4-(dimethylamino)-phenyl)-pyrimidin-2-yl)amino)-cyclohexyl)-1-(5-(1-methyl-1H-pyrazol-4-yl)pyridin-2-yl)urea